CC(C(=O)O)(CCCCCCCCCCCCCCCC)C 2,2-dimethyloctadecanoic acid